4-((1-methyl-1H-pyrazol-4-yl)sulfonyl)piperidine HCl Cl.CN1N=CC(=C1)S(=O)(=O)C1CCNCC1